N-[2-(2-chloro-4-methylphenyl)-2,2-difluoroethyl]-6-[(3-cyclopropyl-2-fluorophenyl)sulfanyl]-3-methyl-1,2,4-triazine-5-carboxamide ClC1=C(C=CC(=C1)C)C(CNC(=O)C=1N=C(N=NC1SC1=C(C(=CC=C1)C1CC1)F)C)(F)F